CC1=NN(C=C1[N+](=O)[O-])C1COC1 3-methyl-4-nitro-1-(oxetan-3-yl)pyrazole